BrC=1C(=C(C[C@@H]2N(CC[C@@H]2NS(=O)(=O)C)C(=O)C2OCC2)C=CC1)F N-((2S,3S)-2-(3-bromo-2-fluorobenzyl)-1-(oxetan-2-ylcarbonyl)pyrrolidin-3-yl)methanesulfonamide